C(C)C1=NC2=C(NC1=O)SC(=C2)C(=O)OC methyl 2-ethyl-3-oxo-3,4-dihydrothieno[2,3-b]pyrazine-6-carboxylate